rac-(1S*,2S*)-2-(2-chloro-6-methoxypyridin-4-yl)cyclopropane-1-carboxamide ClC1=NC(=CC(=C1)[C@@H]1[C@H](C1)C(=O)N)OC |r|